Tetradecadiene CCCCCCCCCC/C=C/C=C